BrC1=C(C(=CC(=C1)C(C(F)(F)F)(C(F)(F)F)F)C(F)(F)F)NC(C1=C(C(=CC=C1)N(C(C1=CC=CC=C1)=O)C(C)C1CC1)F)=O N-(2-Bromo-4-(perfluoropropan-2-yl)-6-(trifluoromethyl)phenyl)-3-(N-(1-cyclopropylethyl)benzamido)-2-fluorobenzamid